N-[3-(hydroxymethyl)oxetan-3-yl]-2-methyl-5-[(4-methyl-1,3-thiazol-5-yl)methoxy]-2H-indazole-3-carboxamide OCC1(COC1)NC(=O)C=1N(N=C2C=CC(=CC12)OCC1=C(N=CS1)C)C